CC1(CCOC(=C1)B1OC(C(O1)(C)C)(C)C)C 2-(4,4-dimethyl-3,4-dihydro-2H-pyran-6-yl)-4,4,5,5-tetramethyl-1,3,2-dioxaborolane